racemic-methyl (3R,4S)-3-((6-(2,6-dichloro-3,5-dimethoxyphenyl)quinazolin-2-yl)amino)-4-(1,3-dioxoisoindolin-2-yl)cyclopentane-1-carboxylate ClC1=C(C(=C(C=C1OC)OC)Cl)C=1C=C2C=NC(=NC2=CC1)N[C@@H]1C[C@H](C[C@@H]1N1C(C2=CC=CC=C2C1=O)=O)C(=O)OC |&1:25|